C(=O)C1CN(C1)C(=O)OC(C)(C)C tert-butyl 3-formyl-azetidine-1-carboxylate